2-fluoro-4-nitro-1,2,3,5,6,7-hexahydro-s-indacene FC1CC2=CC=3CCCC3C(=C2C1)[N+](=O)[O-]